2-((2-(N-(1H-PYRROL-3-YL)SULFAMOYL)PHENYL)AMINO)-N-(5-CHLORO-2-METHOXYPHENYL)ACETAMIDE N1C=C(C=C1)NS(=O)(=O)C1=C(C=CC=C1)NCC(=O)NC1=C(C=CC(=C1)Cl)OC